C(#N)N1CC2=C(C=C(C=C2C1)NC(=O)[C@H]1CN(CCC1)C)C1=CC=C(C=C1)C#N (R)-N-(2-cyano-7-(4-cyanophenyl)isoindolin-5-yl)-1-methylpiperidine-3-carboxamide